FC(OC([C@@H]1N(C(OC1)(C)C)C(=O)OC(C)(C)C)([2H])[2H])F tert-butyl (R)-4-((difluoromethoxy)methyl-d2)-2,2-dimethyloxazolidine-3-carboxylate